((2S,5R)-4-(1-(3-ethylquinoxalin-6-yl)ethyl)-2,5-dimethylpiperazin-1-yl)-4-methyl-2,4-dihydro-5H-pyrazolo[4,3-b]pyridin-5-one C(C)C=1C=NC2=CC=C(C=C2N1)C(C)N1C[C@@H](N(C[C@H]1C)N1N=C2C(N(C(C=C2)=O)C)=C1)C